methyl 3-n-butoxybenzoate C(CCC)OC=1C=C(C(=O)OC)C=CC1